dimethyl thiophenedicarboxylate S1C(=C(C=C1)C(=O)OC)C(=O)OC